CC1=C(C(=CC=C1)C)C1=CC(=NC(=N1)NS(=O)(=O)C=1C=NN(C1)C)OC1=CC=C(C(=O)NCCC(C)C)C=C1 4-[6-(2,6-Dimethylphenyl)-2-[(1-methylpyrazol-4-yl)sulfonylamino]pyrimidin-4-yl]oxy-N-isopentyl-benzamide